4-fluoro-2-[2-fluoro-1-(fluoromethyl)ethoxy]Aniline FC1=CC(=C(N)C=C1)OC(CF)CF